cyclopentadienyl-quinolyl-chromium C1(C=CC=C1)[Cr]C1=NC2=CC=CC=C2C=C1